CN(C1=CC=C(C=C1)C(C1=C(C=CC=C1)O)=O)C dl-p-(dimethylamino)-2-hydroxybenzophenone